2-(1-(cyclopropylmethyl)-1H-pyrazol-4-yl)-N-(5-(2-(3,3-dimethyl-azetidin-1-yl)acetamido)-2-methylpyridin-3-yl)pyrazolo[5,1-b]Thiazole-7-carboxamide C1(CC1)CN1N=CC(=C1)C1=CN2C(S1)=C(C=N2)C(=O)NC=2C(=NC=C(C2)NC(CN2CC(C2)(C)C)=O)C